5-Amino-2-bromopyridine-4-carboxylic acid NC=1C(=CC(=NC1)Br)C(=O)O